FC1=CC(=C(C(=O)OC)C=C1F)NC1=C(C=C(C=C1)F)OC methyl 4,5-difluoro-2-((4-fluoro-2-methoxyphenyl)amino)-benzoate